[N+](=O)([O-])C=1C=C2C(=CN1)NC=C2C(C=2C=C(C(=C(C2)O)O)O)C2=CNC1=CN=C(C=C12)[N+](=O)[O-] 5-(bis(5-nitro-1H-pyrrolo[2,3-c]pyridin-3-yl)methyl)benzene-1,2,3-triol